(3S,4R,5R,6S)-1-{(5S)-6-[(4-ethylbenzyl)oxy]-5-fluorohexyl}-3,4,5,6-azepanetetrol C(C)C1=CC=C(COC[C@H](CCCCN2C[C@@H]([C@H]([C@@H]([C@H](C2)O)O)O)O)F)C=C1